N-(1-((1-methylcyclopropyl)methyl)-6-(N-(1-methylcyclopropyl)sulfamoyl)-2,4-dioxo-1,4-dihydroquinazolin-3(2H)-yl)but-2-ynamide CC1(CC1)CN1C(N(C(C2=CC(=CC=C12)S(NC1(CC1)C)(=O)=O)=O)NC(C#CC)=O)=O